(+-)-3-(1,3-benzodioxol-5-yl)-2-methylpropanal O1COC2=C1C=CC(=C2)C[C@H](C=O)C |r|